F[P-](F)(F)(F)(F)F.C(C(C)C)C1=CC=C(C=C1)[I+]C1=CC=C(C=C1)C 4-Isobutylphenyl-p-tolyliodonium hexafluorophosphate